CCC(CC(CCCC)O)O nonane-3,5-diol